N-cyclopentyl-4-methyl-2-(4-methyl-piperazin-1-yl)benzo-[d]thiazole-6-carboxamide C1(CCCC1)NC(=O)C1=CC2=C(N=C(S2)N2CCN(CC2)C)C(=C1)C